(S)-methyl 5-(1-(1-(2-(2-adamantylamino)-2-oxoethyl)-2-oxo-1,2-dihydropyridin-3-ylamino)-6-(methylamino)-1,5,6-trioxohexan-2-ylcarbamoyl)nicotinate C12C(C3CC(CC(C1)C3)C2)NC(CN2C(C(=CC=C2)NC([C@H](CCC(C(=O)NC)=O)NC(=O)C=2C=NC=C(C(=O)OC)C2)=O)=O)=O